ClC1=C(C(=CC=C1Cl)F)C1(CN(CC1)C(=O)OC(C)(C)C)NC=1C=C2C(N(C=NC2=CC1)C1CCOCC1)=O tert-butyl 3-(2,3-dichloro-6-fluorophenyl)-3-{[3-(oxan-4-yl)-4-oxoquinazolin-6-yl]amino}pyrrolidine-1-carboxylate